N[C@H](C(=O)NC=1SC(=CN1)[C@@H](CN1CCC(CC1)C(F)(F)F)N1C(NCC(C1)(F)F)=O)C1CCC(CC1)C (S)-2-amino-N-(5-((R)-1-(5,5-difluoro-2-oxotetrahydropyrimidin-1(2H)-yl)-2-(4-(trifluoromethyl)piperidin-1-yl)ethyl)thiazol-2-yl)-2-((1r,4S)-4-methylcyclohexyl)acetamide